butyltin trislaurate C(CCCCCCCCCCC)(=O)[O-].C(CCCCCCCCCCC)(=O)[O-].C(CCCCCCCCCCC)(=O)[O-].C(CCC)[Sn+3]